P(=O)(OCC)(OCCCCC)OCCCCC ethyl di-(1-pentyl) phosphate